propargyl 1H-imidazole-1-carboxylate (propargyl-1H-imidazole-1-carboxylate) C(C#C)C=1N(C=CN1)C(=O)O.N1(C=NC=C1)C(=O)OCC#C